N-[(1R,2S)-2-phenylcyclopropyl]piperidin-4-amine dihydrochloride Cl.Cl.C1(=CC=CC=C1)[C@H]1[C@@H](C1)NC1CCNCC1